isopropyl-5-(8-methyl-[1,2,4]triazolo[1,5-a]pyridin-6-yl)-4H-pyrrolo[3,2-d]thiazole-2-carboxamide C(C)(C)N1C(=CC=2N=C(SC21)C(=O)N)C=2C=C(C=1N(C2)N=CN1)C